2-(4-(2-(8-chloro-7-methylimidazo[1,2-a]pyridin-6-yl)-3-isopropyl-1H-indol-5-yl)piperidin-1-yl)-N,N-dimethylacetamide ClC=1C=2N(C=C(C1C)C=1NC3=CC=C(C=C3C1C(C)C)C1CCN(CC1)CC(=O)N(C)C)C=CN2